(6S,9R)-N-(3,4-dichlorophenyl)-1-fluoro-6,7,8,9-tetrahydro-5H-6,9-epiminocyclohepta[c]-pyridine-10-carboxamide ClC=1C=C(C=CC1Cl)NC(=O)N1[C@@H]2CC3=C(C(=NC=C3)F)[C@H]1CC2